Dimethyl 5-(3-((tert-butoxycarbonyl) (isobutyl)amino)propoxy)isophthalate C(C)(C)(C)OC(=O)N(CCCOC=1C=C(C=C(C(=O)OC)C1)C(=O)OC)CC(C)C